N1(C(CCCCC1)C(=O)OC(C(=O)OCC)C(=O)C1=CC=C(C=C1)C(=O)OCC)C(=O)OC(C)(C)C 1-(tert-butyl) 2-(1-ethoxy-3-(4-(ethoxycarbonyl)phenyl)-1,3-dioxopropan-2-yl) azepane-1,2-dicarboxylate